C[C@@H]1CN(C[C@H](N1)C)CC1=CC=C(C=C1)N1C(=NC=2C1=NC(=CC2)C2=CC=CC=C2)C=2C(=NC=CC2)N 3-(3-(4-(((3R,5R)-3,5-Dimethylpiperazin-1-yl)methyl)phenyl)-5-phenyl-3H-imidazo[4,5-b]pyridin-2-yl)pyridin-2-amine